4-((1S,2S,5R)-5-ethoxy-2-((5-methoxy-7-methyl-1H-indol-4-yl)oxy)cyclohexyl)benzoic acid C(C)O[C@@H]1CC[C@@H]([C@@H](C1)C1=CC=C(C(=O)O)C=C1)OC1=C2C=CNC2=C(C=C1OC)C